fluoro-5-(4-pyridin-2-yl-1H-pyrazol-1-yl)benzonitrile FC1=C(C#N)C=C(C=C1)N1N=CC(=C1)C1=NC=CC=C1